CN(C1(CCC2(CNC(N2S(=O)(=O)C2=CC=C(C)C=C2)=O)CC1)C1=CC=CC=C1)C 8-(dimethylamino)-8-phenyl-1-tosyl-1,3-diazaspiro[4.5]decan-2-one